3-methyl-8-(methylamino)-5-phenylpyrimido[5,4-c]pyridazin-6(5H)-one CC1=CC2=C(N=N1)C(=NC(N2C2=CC=CC=C2)=O)NC